2-[3-Bromo-1-(3-chloropyridin-2-yl)-1H-pyrazol-5-yl]-6-cyano-8-methyl-4H-3,1-benzoxazin-4-on BrC1=NN(C(=C1)C1=NC2=C(C(O1)=O)C=C(C=C2C)C#N)C2=NC=CC=C2Cl